3-propenylidene-1-isobenzofuranone C(C=C)=C1OC(C2=CC=CC=C12)=O